OC1=C(C=CC=C1)C1=CC=C(CC)C=C1 4-(hydroxyphenyl)-α-methyltoluene